4-(4-(2-methyl-1-oxo-1,2,3,4-tetrahydroisoquinolin-6-yl)phenyl)-1H-1,2,3-triazole-5-carboxylic acid CN1C(C2=CC=C(C=C2CC1)C1=CC=C(C=C1)C=1N=NNC1C(=O)O)=O